(S)-N-(8-fluoro-2-methylimidazo[1,2-a]pyridin-6-yl)-5-(3-(morpholin-3-yl)azetidin-1-yl)pyrazine-2-carboxamide tin molybdenum [Mo].[Sn].FC=1C=2N(C=C(C1)NC(=O)C1=NC=C(N=C1)N1CC(C1)[C@@H]1NCCOC1)C=C(N2)C